C1=CC(=CC=C1C#N)[N+](=O)[O-] p-cyanonitrobenzene